2-hydroxy-1-phenylpropione OC(CC1=CC=CC=C1)C(=O)CC